Methyl ((1R,3R)-3-(7-(4-(ethylcarbamoyl)-3-fluorophenyl)-8-(1-isopropyl-1H-indazol-5-yl)-3-methyl-2-oxo-3,6-dihydroimidazo[4,5-d]pyrrolo[2,3-b]pyridin-1(2H)-yl)cyclopentyl)carbamate C(C)NC(=O)C1=C(C=C(C=C1)C1=C(C=2C(=NC=C3C2N(C(N3C)=O)[C@H]3C[C@@H](CC3)NC(OC)=O)N1)C=1C=C3C=NN(C3=CC1)C(C)C)F